(S)-2-[[(2S)-2-(benzyloxycarbonylamino)-3-cyclopropyl-propanoyl]amino]-3-[(3S)-2-oxo-3-piperidyl]propanoate C(C1=CC=CC=C1)OC(=O)N[C@H](C(=O)N[C@H](C(=O)[O-])C[C@H]1C(NCCC1)=O)CC1CC1